3-((2-ethylhexyl)oxy)-5-pentadecylphenyl-2-((5-(bis(2-hydroxyethyl) amino) pentyl) oxy)-2-methylpropanoate C(C)C(COC=1C=C(C=C(C1)CCCCCCCCCCCCCCC)OC(C(C)(C)OCCCCCN(CCO)CCO)=O)CCCC